(1S,2R)-1-(2-chloro-5-fluorophenyl)-1-(5,6-dimethylpyrazin-2-yl)propan ClC1=C(C=C(C=C1)F)[C@H](CC)C1=NC(=C(N=C1)C)C